FC([C@@H]1CN(CC1)C=1C=CC(=NC1)C1CN(C1)C(=O)N1C[C@@H]2[C@@H](OCC(N2)=O)CC1)(F)F |o1:2| (4aR,8aS)-6-(3-(5-((S or R)-3-(Trifluoromethyl)pyrrolidin-1-yl)pyridin-2-yl)azetidine-1-carbonyl)hexahydro-2H-pyrido[4,3-b][1,4]oxazin-3(4H)-one